FC1=C(N=CC2=C1N=C(N=C2N2C(OCC21CNCCC1)=O)OCC12CCCN2CCC1)C1=CC=CC2=CC=CC(=C12)F (8-fluoro-7-(8-fluoronaphthalen-1-yl)-2-((hexahydro-1H-pyrrolizin-7a-yl)methoxy)pyrido[4,3-d]Pyrimidin-4-yl)-3-oxa-1,7-diazaspiro[4.5]Decan-2-one